FC1=C2C(N3C(=NC2=CC(=C1)F)C(C1=CC(=CC=C13)[N+](=O)[O-])=O)=O 1,3-difluoro-8-nitroindolo[2,1-b]quinazoline-6,12-dione